2-[4-[4-[4-[[(5-tert-butyl-1,2,4-oxadiazole-3-carbonyl)amino]methyl]-3-methyl-phenyl]pyrrolo[2,1-f][1,2,4]triazin-6-yl]pyrazol-1-yl]ethyl acetate C(C)(=O)OCCN1N=CC(=C1)C=1C=C2C(=NC=NN2C1)C1=CC(=C(C=C1)CNC(=O)C1=NOC(=N1)C(C)(C)C)C